tert-butyl 3-[7-bromo-2-[[1-[(dimethylamino) methyl] cyclopropyl] methoxy]-6,8-difluoro-quinazolin-4-yl]-3,8-diazabicyclo[3.2.1]octane-8-carboxylate BrC1=C(C=C2C(=NC(=NC2=C1F)OCC1(CC1)CN(C)C)N1CC2CCC(C1)N2C(=O)OC(C)(C)C)F